1-(2-fluorobenzyl)-5-amino-1H-indole-3-carbonitrile FC1=C(CN2C=C(C3=CC(=CC=C23)N)C#N)C=CC=C1